N-(1-fluorocyclopropyl)-6-(2-methylpyridin-4-yl)benzo[d]oxazole-2-carboxamide FC1(CC1)NC(=O)C=1OC2=C(N1)C=CC(=C2)C2=CC(=NC=C2)C